OC(C)(C)C1=CC=C(C=C1)N1CC=2C(=NC(=CC2C1=O)C1COCCC1)C1=C(C=CC=C1)OCC(F)(F)F [4-(2-hydroxypropan-2-yl)phenyl]-6-(oxan-3-yl)-4-[2-(2,2,2-trifluoroethoxy)phenyl]-2,3-dihydro-1H-pyrrolo[3,4-c]pyridin-1-one